C[Si](SC)(C)C trimethyl-(methylthio)silane